[I-].O1CC(CC1)[Zn+] (tetrahydrofuran-3-yl)zinc iodide